(S)-1-(4-amino-5-((2-cyclopropyl-4,6-difluorobenzo[d]thiazol-5-yl)ethynyl)-8-(methoxymethyl)-8,9-dihydropyrazino[1',2':1,5]pyrrolo[2,3-d]pyrimidin-7(6H)-yl)prop-2-en-1-one NC=1C2=C(N=CN1)N1C(=C2C#CC=2C(=CC3=C(N=C(S3)C3CC3)C2F)F)CN([C@@H](C1)COC)C(C=C)=O